(-)-ethyl (R)-2-hydroxy-4-oxo-4-phenylbutyrate O[C@@H](C(=O)OCC)CC(C1=CC=CC=C1)=O